C(C)(C)N1C(=NC(=C1)C(F)(F)F)C1=CC=C(CC=2NC=CC2C2=C(C=CC=C2C)OC)C=C1 (4-(1-isopropyl-4-(trifluoromethyl)-1H-imidazol-2-yl)benzyl)-3-(2-methoxy-6-methylphenyl)pyrrole